C(C)OC(=O)C1=CNC=CC1=O 4-oxo-1,4-dihydropyridine-3-carboxylic acid ethyl ester